1,4-bis-t-butylperoxyisopropylbenzene C(C)(C)(C)OOC(C)(C)C1=CC=C(C=C1)OOC(C)(C)C